CN(CCCC(C(=O)N)=C)C 3-dimethylamino-propylacrylamide